CC1=C(C=C(C=C1)C1=C(C=CC=C1C(F)(F)F)S(=O)(=O)N)C1=CC2=C(N=C(N=C2)NC)N2C1=NCC2 (4-methyl-3-(2-(methylamino)-8,9-dihydroimidazo[1',2':1,6]pyrido[2,3-d]pyrimidin-6-yl)phenyl)-3-(trifluoromethyl)benzenesulfonamide